6-chloro-7-(3-chloropyrazin-2-yl)-1H-indole-3-sulfonyl chloride ClC1=CC=C2C(=CNC2=C1C1=NC=CN=C1Cl)S(=O)(=O)Cl